[6-(2-morpholinoethoxy)pyridazin-3-yl]amine O1CCN(CC1)CCOC1=CC=C(N=N1)N